2-[5-(2-cyclobutylpyrazol-3-yl)-4H-1,2,4-triazol-3-yl]-3,3-dicyclopropyl-N-[4-(3,5-dimethyl-1H-pyrazol-4-yl)phenyl]propanamide C1(CCC1)N1N=CC=C1C=1NC(=NN1)C(C(=O)NC1=CC=C(C=C1)C=1C(=NNC1C)C)C(C1CC1)C1CC1